N-(1-Adamantylmethylsulfonyl)-4-[4-[3-tert-butyl-5-(3-hydroxyphenyl)benzoyl]piperazin-1-yl]benzamide C12(CC3CC(CC(C1)C3)C2)CS(=O)(=O)NC(C2=CC=C(C=C2)N2CCN(CC2)C(C2=CC(=CC(=C2)C2=CC(=CC=C2)O)C(C)(C)C)=O)=O